[Si](C)(C)(C(C)(C)C)OCC=1NC(C2=CN=C(C(=C2C1C1(CC1)OC1OCCCC1)F)Cl)=O 3-[[tert-butyl(dimethyl)silyl]oxymethyl]-6-chloro-5-fluoro-4-(1-tetrahydropyran-2-yloxycyclopropyl)-2H-2,7-naphthyridin-1-one